C(#N)C1=C(C=C(C=N1)NC([C@@](COC=1C=NC(=CC1)C#N)(C)OC(C1=CC=CC=C1)=O)=O)C(F)(F)F (S)-1-((6-cyano-5-(trifluoromethyl)pyridin-3-yl)amino)-3-((6-cyanopyridin-3-yl)oxy)-2-methyl-1-oxopropane-2-ylbenzoate